(R)-1-(5-(3-((5-chloropyrimidin-2-yl)amino)pyrrolidine-1-carbonyl)indolin-1-yl)prop-2-en-1-one ClC=1C=NC(=NC1)N[C@H]1CN(CC1)C(=O)C=1C=C2CCN(C2=CC1)C(C=C)=O